bis[2-({2-[(α-D-glucopyranosyl)oxy]ethyl}amino)-2-oxoethyl]glycylglycine [C@H]1([C@H](O)[C@@H](O)[C@H](O)[C@H](O1)CO)OCCNC(CN(CC(=O)NCC(=O)O)CC(NCCO[C@@H]1[C@H](O)[C@@H](O)[C@H](O)[C@H](O1)CO)=O)=O